4,4'-thio-bis(6-tert-butyl-m-cresol) S(C=1C(=CC(=C(C1)C(C)(C)C)O)C)C=1C(=CC(=C(C1)C(C)(C)C)O)C